7-amino-8-nitro-1,2,4,5-tetrahydro-3H-benzo[d]azepine-3-carboxylic acid tert-butyl ester C(C)(C)(C)OC(=O)N1CCC2=C(CC1)C=C(C(=C2)[N+](=O)[O-])N